4-[2-(4-bromophenoxy)ethyl]morpholine BrC1=CC=C(OCCN2CCOCC2)C=C1